1,4-bis[(3-ethyloxetan-3-yl)methoxy]benzene C(C)C1(COC1)COC1=CC=C(C=C1)OCC1(COC1)CC